BrCC\C=C/CCCCCCCCCC(OCCCC)OCCCC (3Z)-1-bromo-14,14-dibutoxy-3-tetradecene